FC1=CC2=C(N(C(=N2)N2C[C@H]3[C@@H](OCCN3)CC2)[C@H](C)C2=CC=C(C=N2)C#N)C(=C1)F 6-((1R)-1-(5,7-Difluoro-2-((4aS,8aS)-hexahydro-2H-pyrido[4,3-b][1,4]oxazin-6(5H)-yl)-1H-benzimidazol-1-yl)ethyl)-3-pyridincarbonitril